C(\C=C/CCC)=O z-hexenal